C(C)(=O)NCCONC1=CC=C(C=C1)N beta-acetylaminoethyloxy-para-phenylenediamine